FC(C1=NN=C(O1)C=1C=NC=2CC(N(C(C2C1)=O)C)(C)C1=CC(=C(C=C1)F)F)F 3-[5-(difluoromethyl)-1,3,4-oxadiazol-2-yl]-7-(3,4-difluorophenyl)-6,7-dimethyl-7,8-dihydro-1,6-naphthyridin-5(6H)-one